CC1=C(C(=C(C1([Rh](Cl)Cl)C)C)C)C pentamethylcyclopentadienyl-rhodium dichloride